benzyl (3S)-3-formyl-3-methoxy-pyrrolidine-1-carboxylate C(=O)[C@]1(CN(CC1)C(=O)OCC1=CC=CC=C1)OC